NC=1C=2N(C=CN1)C(=NC2C2=CC=C(C(=O)NC1=NC=CC(=C1)C(F)(F)F)C=C2)[C@H]2CN1C(C3(C([C@@H]1CC2)=O)CC3)=O 4-{8-Amino-3-[(6'R,8a'S)-1',3'-dioxohexahydrospiro[cyclopropan-1,2'-indolizin]-6'-yl]imidazo[1,5-a]pyrazin-1-yl}-N-[4-(trifluoromethyl)pyridin-2-yl]benzamid